3-hex-4-en-2-yloxy-cyclopentane-2,5-dione CC(CC=CC)OC1C(CC(C1)=O)=O